C1(=CC=CC=C1)C1=NC(=NC(=N1)C1=CC=CC=C1)C1=C(C=C(C=C1)OCCCCCC)O 2-(4,6-diphenyl-1,3,5-triazine-2-yl)-5-(hexyloxy)phenol